NC1=NN2C(C(=CC(=C2)CO)Cl)=N1 (2-amino-8-chloro[1,2,4]triazolo[1,5-a]pyridin-6-yl)methanol